ClC1=C(C=CC=C1)NC(=S)NC1=C(C=CC=C1)Cl N,N'-bis(2-chlorophenyl)thiourea